[2-(3,4-difluoroanilino)-4-methyl-1,3-thiazol-5-yl][4-(difluoromethoxy)phenyl]methanone FC=1C=C(NC=2SC(=C(N2)C)C(=O)C2=CC=C(C=C2)OC(F)F)C=CC1F